(S)-2-((2-((4-chloro-2,6-difluorobenzyl)oxy)-3-methyl-5,8-dihydro-1,7-naphthyridin-7(6H)-yl)methyl)-7-fluoro-1-(oxetan-2-ylmethyl)-1H-benzo[d]imidazole-6-carboxylic acid methyl ester COC(=O)C=1C=CC2=C(N(C(=N2)CN2CCC=3C=C(C(=NC3C2)OCC2=C(C=C(C=C2F)Cl)F)C)C[C@H]2OCC2)C1F